O1CC(=CC1)C1=C(C=C(C=C1)C1=NNC(OC1)=O)C(F)(F)F 5-[4-(2,5-dihydrofuran-3-yl)-3-(trifluoromethyl)phenyl]-3,6-dihydro-2H-1,3,4-oxadiazin-2-one